(6-(benzofuran-5-yl)-5-methylpyridazin-3-yl)(piperidin-3-yl)methanol O1C=CC2=C1C=CC(=C2)C2=C(C=C(N=N2)C(O)C2CNCCC2)C